C(CC)OC(=O)C1=NC2=C(C(=CC(=C2C(=C1)C(=O)OCCC)NC(C)=O)OC)OC 5-acetamido-7,8-dimethoxyquinoline-2,4-dicarboxylic acid dipropyl ester